N-methoxy-2-(6-(pyrrolidin-1-yl)pyrazin-2-yl)oxazole-5-carboxamide CONC(=O)C1=CN=C(O1)C1=NC(=CN=C1)N1CCCC1